NC1=NN2C(N=CC(=C2)F)=C1C(=O)NC=1C=NC=CC1C1=NN(C=C1)C 2-amino-6-fluoro-N-(4-(1-methyl-1H-pyrazol-3-yl)pyridin-3-yl)pyrazolo[1,5-a]pyrimidine-3-carboxamide